hydroxy-7-(4-tetrahydropyrrol-1-yl)butoxy-8-methoxyflavone OC1=C(OC2=C(C(=CC=C2C1=O)OCCCCN1CCCC1)OC)C1=CC=CC=C1